N-(4-fluoro-5-(((2S,4R)-2-methyl-4-((1-methyl-1H-pyrrolo[2,3-b]pyridin-6-yl)oxy)pyrrolidin-1-yl)methyl)thiazol-2-yl)acetamide FC=1N=C(SC1CN1[C@H](C[C@H](C1)OC1=CC=C2C(=N1)N(C=C2)C)C)NC(C)=O